CN(CC(=O)N1CCC(CC1)C=1C=C2C(=C(NC2=CC1)C=1C=NC=2N(C1)N=CC2)C(C)C)C 2-(dimethylamino)-1-(4-(3-isopropyl-2-(pyrazolo[1,5-a]pyrimidin-6-yl)-1H-indol-5-yl)piperidin-1-yl)ethan-1-one